6-([1,1'-biphenyl]-3-ylmethyl)-N,N-dimethyl-7-(methylsulfonamido)-5-azaspiro[2.4]heptane-5-carboxamide C1(=CC(=CC=C1)CC1N(CC2(CC2)C1NS(=O)(=O)C)C(=O)N(C)C)C1=CC=CC=C1